CCCCCCCCCCCC=CC(=O)O tetradecenic acid